dimethylaminoethyl 2-methyl-2-propenoate CC(C(=O)OCCN(C)C)=C